4-[(METHYLSULFONYL)METHYL]PHENYLBORONIC ACID CS(=O)(=O)CC1=CC=C(C=C1)B(O)O